triphenylethylene glycol diacrylate C(C=C)(=O)OC(C(C1=CC=CC=C1)OC(C=C)=O)(C1=CC=CC=C1)C1=CC=CC=C1